4-[2-chloro-4-(trifluoromethoxy)phenoxy]-N-(2-fluoro-5-methylsulfonyl-phenyl)-6-(trifluoromethyl)pyridine-3-carboxamide ClC1=C(OC2=C(C=NC(=C2)C(F)(F)F)C(=O)NC2=C(C=CC(=C2)S(=O)(=O)C)F)C=CC(=C1)OC(F)(F)F